N1(CCOCC1)C1=CC=C(C=C1)C(CCC)=O 1-(4-morpholin-4-yl-phenyl)butan-1-one